N,N-bis-(3-aminopropyl)Methylamine NCCCN(CCCN)C